ClN1C(N(CC1)CCOC1=C(C2=CC=CC=C2C=C1)C#[N+][O-])=O 2-(2-(3-chloro-2-oxoimidazolin-1-yl)ethoxy)-1-naphthonitrile oxide